C(C)NC(C)C1=CC=C(C=C1)S(F)(F)(F)(F)F N-ethyl-1-[4-(pentafluoro-sulfanyl)phenyl]ethanamine